FC=1C=C(CN2C3=C(SCC2=O)C=CC(=C3)NC(=O)NC3=CNC2=CC=C(C=C32)F)C=C(C1)F 1-(4-(3,5-difluorobenzyl)-3-oxo-3,4-dihydro-2H-benzo[b][1,4]thiazin-6-yl)-3-(5-fluoro-1H-indol-3-yl)urea